2-[2-chloro-9-([4-[5-methyl-3-(trifluoromethyl)pyrazol-1-yl]phenyl]methyl)-8-oxopurin-7-yl]acetaldehyde ClC1=NC=C2N(C(N(C2=N1)CC1=CC=C(C=C1)N1N=C(C=C1C)C(F)(F)F)=O)CC=O